(S)-N-(1-(4-chlorophenyl)-2-hydroxyethyl)-6-((1-(cyclopropylsulfonyl)cyclopropyl)methyl)-1-methyl-7-oxo-4,5,6,7-tetrahydro-1H-pyrazolo[3,4-c]pyridine-3-carboxamide ClC1=CC=C(C=C1)[C@@H](CO)NC(=O)C1=NN(C=2C(N(CCC21)CC2(CC2)S(=O)(=O)C2CC2)=O)C